N-[(2S,3R,4S)-2-[(2,4'-difluoro-3'-methyl-[1,1'-biphenyl]-3-yl)methyl]-4-fluoro-1-(oxetane-2-carbonyl)pyrrolidin-3-yl]-ethanesulfonamide FC1=C(C=CC=C1C[C@@H]1N(C[C@@H]([C@@H]1NS(=O)(=O)CC)F)C(=O)C1OCC1)C1=CC(=C(C=C1)F)C